CC(C)=CC#CCC(C)C 2,7-dimethyloct-2-en-4-yne